C(CC=C)C1=CC=CCN1CC1=CC=C(C=C1)OC 6-but-3-en-1-yl-1-(4-methoxybenzyl)pyridin